methyl-4-[(1-methylcyclopropyl)amino]-N-(pent-3-yl)furo[2,3-d]pyrimidine-5-carboxamide CC=1N=C(C2=C(N1)OC=C2C(=O)NC(CC)CC)NC2(CC2)C